2-{1-benzyl-1H-pyrazolo[3,4-b]pyrazin-6-yl}-6-[2-(trifluoromethyl)pyridin-4-yl]-2,6-diazaspiro[3.5]nonane C(C1=CC=CC=C1)N1N=CC=2C1=NC(=CN2)N2CC1(C2)CN(CCC1)C1=CC(=NC=C1)C(F)(F)F